P(=O)(OCC(CCCC)CC)(OC1=CC=CC=C1)OC1=CC=CC=C1 2-ethylhexyl (diphenyl) phosphate